O1CCN(CC1)CC(=O)O[Li] (2-morpholinoacetyl)oxylithium